2-(trifluoromethyl)-pyridine-4-carboxamide FC(C1=NC=CC(=C1)C(=O)N)(F)F